OC1=C(C=C(C=C1S(=O)(=O)O)O)S(=O)(=O)O 2,5-dihydroxy-1,3-Benzenedisulfonic acid